C(CC)OCCCC propoxybutane